C(COCCC(C(=O)[O-])CC=1C=C(C=C(C1O)C(C)(C)C)C)OCCC(C(=O)[O-])CC=1C=C(C=C(C1O)C(C)(C)C)C ethylene-bis(oxyethylene)-bis[3-(5-tert-butyl-4-hydroxy-m-tolyl) propionate]